FC(C(C)O)(OC1=CC=C(C2=C1N=C(O2)N2CC1CCC(C2)N1C(=O)OC(C)(C)C)C=1N=CSC1)F tert-Butyl 3-(4-(1,1-difluoro-2-hydroxypropoxy)-7-(thiazol-4-yl)benzo[d]oxazol-2-yl)-3,8-diazabicyclo[3.2.1]octane-8-carboxylate